C(C1=CC=CC=C1)SC1=C(C=C(C=C1)NC([C@H](CC1=CC=CC=C1)NC(C1=CC=C(C=C1)F)=O)=O)F (S)-N-(1-(4-(benzylthio)-3-fluorophenylamino)-1-oxo-3-phenylpropan-2-yl)-4-fluorobenzamide